FC1(OC2=C(O1)C=CC(=C2)[C@H](C)OC2=NC=CC(=C2)N2N=C(C=1CCCC(C21)OC21CC(C2)(C1)C(=O)OC)C(F)(F)F)F methyl 3-((1-(2-((S)-1-(2,2-difluorobenzo[d][1,3]dioxol-5-yl)ethoxy)pyridine-4-yl)-3-(trifluoromethyl)-4,5,6,7-tetrahydro-1H-indazol-7-yl)oxy)bicyclo[1.1.1]pentane-1-carboxylate